3-(5-(4-(3-(4-((4-(4-amino-3-(4-phenoxyphenyl)-1H-pyrazolo[3,4-d]pyrimidin-1-yl)piperidin-1-yl)methyl)piperidin-1-yl)propyl)piperazin-1-yl)-1-oxoisoindolin-2-yl)piperidine-2,6-dione NC1=C2C(=NC=N1)N(N=C2C2=CC=C(C=C2)OC2=CC=CC=C2)C2CCN(CC2)CC2CCN(CC2)CCCN2CCN(CC2)C=2C=C1CN(C(C1=CC2)=O)C2C(NC(CC2)=O)=O